4-(4-tert-butylphenyl)sulfonyl-2-((methylthio)methyl)-5-phenyl-2,3-dihydrofuran C(C)(C)(C)C1=CC=C(C=C1)S(=O)(=O)C=1CC(OC1C1=CC=CC=C1)CSC